N-{3-[4-chloro-1-(4-chlorophenyl)-1,3-dihydroisobenzofuran-1-yl]-1-propyl}-N-methylglycine ClC1=C2COC(C2=CC=C1)(C1=CC=C(C=C1)Cl)CCCN(CC(=O)O)C